N-(6-hydroxyquinolin-8-yl)pyridine-2-sulfonamide OC=1C=C2C=CC=NC2=C(C1)NS(=O)(=O)C1=NC=CC=C1